C(#C)C1(COCC1)F 3-ethynyl-3-fluoro-tetrahydrofuran